O1[C@@H](COC1)CNC(=O)C1=C(C2=C(CCC3=CN(N=C23)C[C@H]2OCC2)O1)C N-[(2R)-1,4-Dioxolan-2-ylmethyl]-8-methyl-2-[(2S)-oxetan-2-ylmethyl]-4,5-dihydro-2H-furo[2,3-g]indazole-7-carboxamide